C(C)C(CN1C(=C(C(C(=C1)O)=O)O)C)CCCC N-(2-ethylhexyl)-2-methyl-3,5-dihydroxypyridin-4-one